FC1=C(C=CC(=C1)F)S(=O)(=O)NC=1C=C(C=NC1OC)C=1C=C2C(=C(C=NC2=CC1)F)C=1CC=NCC1 4-(6-(5-((2,4-difluorophenyl)sulfonamido)-6-methoxypyridin-3-yl)-3-fluoroquinolin-4-yl)-3,6-Dihydropyridine